[Al].[Ag].[Cu] copper-silver-aluminum